6-[(2S)-2-aminopropyl]-4-{[(furan-2-yl)methyl]amino}-7-methylthieno[3,2-d]pyrimidine-2-carboxamide trifluoroacetate FC(C(=O)O)(F)F.N[C@H](CC1=C(C=2N=C(N=C(C2S1)NCC=1OC=CC1)C(=O)N)C)C